1,3,5-tris(3-trimethoxysilylpropyl)isocyanuric acid CO[Si](CCCN1C(=O)N(C(=O)N(C1=O)CCC[Si](OC)(OC)OC)CCC[Si](OC)(OC)OC)(OC)OC